F[C@@H]1[C@@H]2CCC[C@H](C[C@H]1C(=C)C=1N=CC(=NC1)C=1C=C3C=CN=CC3=CC1O)N2 6-(5-(1-((1S,2S,3S,5R)-2-fluoro-9-azabicyclo[3.3.1]nonan-3-yl)vinyl)pyrazin-2-yl)isoquinolin-7-ol